1-(2-(4-(2-fluoro-4-methoxyphenyl)-1H-imidazol-2-yl)piperidin-1-yl)-2-(methylthio)propan-1-one FC1=C(C=CC(=C1)OC)C=1N=C(NC1)C1N(CCCC1)C(C(C)SC)=O